4-((1S,5R)-8-(tert-butoxycarbonyl)-1-methyl-3,8-diazabicyclo[3.2.1]octan-3-yl)-6,8-difluoro-7-(3-(methoxymethoxy)naphthalen-1-yl)quinazolin C(C)(C)(C)OC(=O)N1[C@@]2(CN(C[C@H]1CC2)C2=NC=NC1=C(C(=C(C=C21)F)C2=CC(=CC1=CC=CC=C21)OCOC)F)C